C(CC)(=O)NCCOCCOCCC(=O)O 3-(2-(2-propionylaminoethoxy)ethoxy)propionic acid